C(#N)CC=1C=C(C(=NC1)NS(=O)(=O)C1=CNC(=C1)C1=NC=CC=C1)F N-[5-(cyanomethyl)-3-fluoro-2-pyridyl]-5-(2-pyridyl)-1H-pyrrole-3-sulfonamide